ethyl 5-((6-cyano-5-(trifluoromethyl)pyridin-3-yl)amino)-4-hydroxy-4-methyl-5-oxopentanoate C(#N)C1=C(C=C(C=N1)NC(C(CCC(=O)OCC)(C)O)=O)C(F)(F)F